3-amino-5-(3-ethylsulfonylphenyl)-1-methylpyrazin-2-one NC=1C(N(C=C(N1)C1=CC(=CC=C1)S(=O)(=O)CC)C)=O